CNC(C1=NC(=C(C=C1)N1CCN(CC1)CC1=CC(=NC=C1)NC(CC(F)(F)F)=O)C(F)(F)F)=O N-methyl-6-(trifluoromethyl)-5-(4-((2-(3,3,3-trifluoropropanamido)pyridin-4-yl)methyl)piperazin-1-yl)picolinamide